tert-Butyl 4-(5-((6-(3,5-dichlorophenyl)-4-((4-(2-hydroxyethyl)piperazin-1-yl)methyl)pyridin-2-yl)oxy)pyrimidin-2-yl)piperazine-1-carboxylate ClC=1C=C(C=C(C1)Cl)C1=CC(=CC(=N1)OC=1C=NC(=NC1)N1CCN(CC1)C(=O)OC(C)(C)C)CN1CCN(CC1)CCO